cyclopentyl ((S)-3,3-difluorobutan-2-yl)carbamate FC([C@H](C)NC(OC1CCCC1)=O)(C)F